C(C)C1=C(C(=CC(=C1)CC)CC)C1=C(C(=C2C=CC=CC2=C1)C=1C(=CC=C2C=CC=CC12)O)O (2,4,6-triethylphenyl)-[1,1'-binaphthyl]-2,2'-diol